C1=C(C2=C(N1)N=C(NC2=O)N)C(=N)N The molecule is a pyrrolopyrimidine that is 7-deazaguanine bearing a carboxamidine substituent at the 7 position. It is a pyrrolopyrimidine and a carboxamidine. It derives from a 7-carboxy-7-deazaguanine. It is a conjugate base of a 7-formamidino-7-deazaguanine(1+).